5-methyl-3-(trifluoromethyl)isoxazole CC1=CC(=NO1)C(F)(F)F